C[C@]12CC[C@H](C[C@H]2[C@@H](CCC1)C)C(C)=O |&1:1,4,7| 1-((2RS,4aRS,8RS,8aS)-4a,8-dimethyldecalin-2-yl)ethan-1-one